S(=O)(=O)(O)C1=CC=CC2=CC=C3C=CC=NC3=C21 10-sulfobenzoquinoline